Cl.Cl.ClC1=CC=C(C=C1)C=1N=C2N(C=CC=C2)C1CN1C2CNCC1CC2 8-{[2-(4-chlorophenyl)imidazo[1,2-a]pyridin-3-yl]methyl}-3,8-diazabicyclo[3.2.1]octane dihydrochloride